2-chloro-N-(1-(4-methoxyphenyl)-1H-imidazol-4-yl)pyrrolo[2,1-f][1,2,4]triazin-4-amine ClC1=NN2C(C(=N1)NC=1N=CN(C1)C1=CC=C(C=C1)OC)=CC=C2